2,2-bis(3,5-dimethyl-4-cyanatophenyl)propane CC=1C=C(C=C(C1OC#N)C)C(C)(C)C1=CC(=C(C(=C1)C)OC#N)C